BrC1=C(SC2=C1CN([C@H](C=1N2C(=NN1)C)CC(=O)OC)C(=O)OCC1=CC=CC=C1)C benzyl (S)-3-bromo-6-(2-methoxy-2-oxoethyl)-2,9-dimethyl-4H-thieno[3,2-f][1,2,4]triazolo[4,3-a][1,4]diazepine-5(6H)-carboxylate